i-decyl acrylate C(C=C)(=O)OCCCCCCCC(C)C